2-(2,6-dioxo-3-piperidyl)-5-[[(2s,6r)-6-methylmorpholin-2-yl]methoxy]isoindoline-1,3-dione O=C1NC(CCC1N1C(C2=CC=C(C=C2C1=O)OC[C@@H]1CNC[C@H](O1)C)=O)=O